FC1=C(C=CC=2C=NSC21)N 7-fluoro-1,2-benzothiazol-6-amine